(E)-3-(5-Chloro-2-tetrazol-1-yl-phenyl)-N-((S)-5-fluoro-9-oxo-8,17-diaza-tricyclo[14.3.1.02,7]icosa-1(20),2(7),3,5,16,18-hexaen-15-yl)-acrylamide ClC=1C=CC(=C(C1)/C=C/C(=O)N[C@H]1CCCCCC(NC=2C=C(C=CC2C=2C=CN=C1C2)F)=O)N2N=NN=C2